allylnickel (II) chloride C(C=C)[Ni]Cl